(E)-3-(3-fluoro-4-nitrophenyl)acrylic acid methyl ester COC(\C=C\C1=CC(=C(C=C1)[N+](=O)[O-])F)=O